C(CCC)[Sn](C1=NC=CC=C1)(CCCC)CCCC 2-(tributyl-stannyl)-pyridine